BrCC([C@H](C12CC(C1)(C2)C)NC(OCC2=CC=CC=C2)=O)=O benzyl (S)-(3-bromo-1-(3-methylbicyclo[1.1.1]pentan-1-yl)-2-oxopropyl)carbamate